CN1N=C(C=C1S(=O)(=O)N1CC2(C1)CN(C2)C2CCOCC2)C2=CC=NC=C2 2-((1-methyl-3-(pyridin-4-yl)-1H-pyrazol-5-yl)sulfonyl)-6-(tetrahydro-2H-pyran-4-yl)-2,6-diazaspiro[3.3]heptane